ClC=1C=CC2=C(N=C(O2)N2CC3(C2)CC(C3)NC(=O)C=3OC(=CC3)S(=O)C)C1 N-[2-(5-chloro-1,3-benzoxazol-2-yl)-2-azaspiro[3.3]heptan-6-yl]-5-methylsulfinyl-furan-2-carboxamide